1-bromo-5,6,7,8-tetrahydropyrazolo[5',1':3,4][1,4]diazocino[1,2-a]-indole BrC=1C=NN2C1C=1N(C=3C=CC=CC3C1)CCCC2